Cl.CN(C)C[C@H]1[C@@H](C1)N (1R,2S)-2-((dimethylamino)methyl)cyclopropylamine, hydrochloride